nicotine dihydrate ditartrate C(=O)(O)C(O)C(O)C(=O)O.C(=O)(O)C(O)C(O)C(=O)O.O.O.N1=CC=CC(=C1)C1N(C)CCC1